4-(1-(2-chloro-4-cyanophenyl)-1H-imidazol-4-yl)-2-((1-(methylsulfonyl)piperidin-4-yl)amino)pyrimidine-5-carbonitrile ClC1=C(C=CC(=C1)C#N)N1C=NC(=C1)C1=NC(=NC=C1C#N)NC1CCN(CC1)S(=O)(=O)C